ClC1=CC=C(C=C1)C(C(N1CC2(C3=CC=C(C=C13)OC(F)(F)F)CC2)=O)NC=2C=C(C=C(C2)OC)C(C)=NOC(C(=O)NS(=O)(=O)C)CC 2-(((1-(3-((1-(4-chlorophenyl)-2-oxo-2-(6'-(trifluoromethoxy)spiro[cyclopropane-1,3'-indolin]-1'-yl)ethyl)amino)-5-methoxyphenyl)ethylidene)amino)oxy)-N-(methylsulfonyl)butanamide